C(C=C)(=O)N1C[C@@H](N(CC1)C=1C2=C(N(C(N1)=O)C=1C(=NC=CC1C)SC(C)C)N=C(C(=C2)F)C2=C(C=CC=C2O)F)C 4-((S)-4-propenoyl-2-methylpiperazin-1-yl)-6-fluoro-7-(2-fluoro-6-hydroxyphenyl)-1-(2-(isopropylsulfanyl)-4-methylpyridin-3-yl)pyrido[2,3-d]pyrimidin-2(1H)-one